5-[[2-[(2S,5R)-2-(1,3-Benzothiazol-5-yl)-5-methyl-1-piperidyl]-2-oxo-acetyl]amino]pyridine-3-carboxamide S1C=NC2=C1C=CC(=C2)[C@H]2N(C[C@@H](CC2)C)C(C(=O)NC=2C=C(C=NC2)C(=O)N)=O